3-(((1R,3S)-3-(methoxy-d3)-1-(4-methyl-4H-1,2,4-triazol-3-yl)cyclobutyl)phenyl)-2-(((S)-3-methylpiperidin-1-yl)methyl)-1,6-dihydro-7H-pyrrolo[2,3-c]pyridin-7-one C(OC1CC(C1)(C1=NN=CN1C)C1=C(C=CC=C1)C1=C(NC=2C(NC=CC21)=O)CN2C[C@H](CCC2)C)([2H])([2H])[2H]